2-benzyl-2-azaspiro[3.3]heptan-6-yl (1S,4S)-5-(5-cyanopyrimidin-2-yl)-2,5-diazabicyclo[2.2.1]heptane-2-carboxylate C(#N)C=1C=NC(=NC1)N1[C@@H]2CN([C@H](C1)C2)C(=O)OC2CC1(CN(C1)CC1=CC=CC=C1)C2